FC1(CN(C1)C1=NC(=CC(=N1)C(=O)NNC(C1=C(C=C(C=C1)I)N1CCC2(CC2)CC1)=O)C)F 2-(3,3-Difluoroazetidin-1-yl)-N'-(4-iodo-2-(6-azaspiro[2.5]octan-6-yl)benzoyl)-6-methylpyrimidine-4-carbohydrazide